2-hydroxy-4-methyl-sulfanyl-butyrate OC(C(=O)[O-])(CCC)S